N-3-chlorobenzoyl-sulfenamide ClC=1C=C(C(=O)NS)C=CC1